C(C1=CC=CC=C1)N1CCC(CC1)CCNC(=O)C=1C=NC=2N(C1C)N=C(C2)C2=NC=CC=C2 N-[2-(1-benzylpiperidin-4-yl)ethyl]-7-methyl-2-(pyridin-2-yl)pyrazolo[1,5-a]pyrimidine-6-carboxamide